N-(4-(3-(4-acryloylpiperazin-1-yl)pyridin-4-yl)-2-methylbenzyl)-1-(tert-butyl)-1H-1,2,3-triazole-4-carboxamide C(C=C)(=O)N1CCN(CC1)C=1C=NC=CC1C1=CC(=C(CNC(=O)C=2N=NN(C2)C(C)(C)C)C=C1)C